FC1=C(C=CC=C1)C(CC(C#N)C=O)=O 4-(2-fluorophenyl)-2-formyl-4-oxo-butyronitrile